N-{4-[4-carbamoyl-2-(1-methyl-2-imidazolyl)phenyl]-6-cyclopropyl-2-pyridyl}-5-{[(S)-3-methyl-1-piperidyl]methyl}-1-cyclopropyl-2-oxo-1,2-dihydronicotinamide C(N)(=O)C1=CC(=C(C=C1)C1=CC(=NC(=C1)C1CC1)NC(C=1C(N(C=C(C1)CN1C[C@H](CCC1)C)C1CC1)=O)=O)C=1N(C=CN1)C